C(#N)C=1C=C(C=CC1)C=1N(C(=C(N1)C)C(=O)O)OCC1=CC=C(C=C1)C 2-(3-cyanophenyl)-4-methyl-1-[(4-methylbenzyl)oxy]-1H-imidazole-5-carboxylic acid